C(=O)(O)CC=1C(=C(C(=O)NC=2C=CC(=C(C(=O)O)C2)O)C=C(C1)O)O 5-(3-(carboxymethyl)-2,5-dihydroxybenzamido)-2-hydroxybenzoic acid